CC1(OC=2C=C(C=C(C2C=C1)O)CCCCC)CCC=C(C)C 2-methyl-2-(4-methylpent-3-enyl)-7-pentylchromen-5-ol